(E)-1-(2,3-dihydrobenzo[b]thiophen-5-yl)-3-(4-hydroxy-3,5-dimethylphenyl)prop-2-en-1-one S1C2=C(CC1)C=C(C=C2)C(\C=C\C2=CC(=C(C(=C2)C)O)C)=O